2-phenyl-N-pyrimidinyl-indoline t-butyl-(3-(5-isopropyl-pyrazin-2-yl)-2-methoxyphenyl)carbamate C(C)(C)(C)N(C(O)=O)C1=C(C(=CC=C1)C1=NC=C(N=C1)C(C)C)OC.C1(=CC=CC=C1)C1N(C2=CC=CC=C2C1)C1=NC=CC=N1